3-[[5-[5-(2-hydroxy-2-methyl-propoxy)-2-methyl-4-pyridyl]pyrazolo[1,5-a]pyridin-2-yl]amino]-5-methyl-1H-pyridazin-6-one OC(COC=1C(=CC(=NC1)C)C1=CC=2N(C=C1)N=C(C2)NC2=NNC(C(=C2)C)=O)(C)C